OCCOC=1NC2=NC=NC(=C2N1)C=1C(=NC=CC1)NC=1C=C(C=CC1C)NC(C1=NC=CC(=C1)C(F)(F)F)=O N-(3-((3-(8-(2-hydroxyethoxy)-9H-purin-6-yl)pyridin-2-yl)amino)-4-methylphenyl)-4-(trifluoromethyl)picolinamide